Cl.Cl.N[C@H](CC1=C(C2=C(N=C(N=C2NCC2=NC=CC=C2)Cl)N1)F)C 6-[(2S)-2-aminopropyl]-2-chloro-5-fluoro-N-[(pyridin-2-yl)methyl]-7H-pyrrolo[2,3-d]pyrimidin-4-amine dihydrochloride